2-{6-[(±)-1-(difluoroacetyl)pyrrolidin-3-yl]-2-ethyl-5,8-dioxo-5,6,7,8-tetrahydro-4H-pyrazolo[1,5-a]pyrrolo[3,4-d]pyrimidin-4-yl}-N-(5-fluoropyridin-2-yl)acetamide FC(C(=O)N1C[C@@H](CC1)N1C(C=2N(C=3N(C(C2C1)=O)N=C(C3)CC)CC(=O)NC3=NC=C(C=C3)F)=O)F |r|